tert-butyl (R)-3-((6-chloro-5-methylpyridazin-3-yl)thio)piperidine-1-carboxylate ClC1=C(C=C(N=N1)S[C@H]1CN(CCC1)C(=O)OC(C)(C)C)C